BrC1=CC=C(S1)C1=NC=C(C=2C1=NN(N2)CCCCC(CCCCCCCCCC)CCCCCCCCCC)C2=CC=C(C=1NN=NC12)C=1C=2C(C(=NC1)C=1SC(=CC1)Br)=NN(N2)CCCCC(CCCCCCCCCC)CCCCCCCCCC 4,7-bis(4-(5-bromothien-2-yl)-2-(5-decylpentadecyl)-2H-[1,2,3]triazolo[4,5-c]pyridin-7-yl)benzo[c][1,2,5]triazole